CN(C1=CC=C(C=C1)C(=O)C(=O)C1=CC=C(C=C1)N(C)C)C 4,4'-bis-dimethylaminobenzil